(((((2R,3S,4R,5R)-5-(5-chloro-7-((2-chlorobenzyl)amino)-3H-[1,2,3]triazolo[4,5-d]pyrimidin-3-yl)-3,4-dihydroxytetrahydrofuran-2-yl)methoxy)(hydroxy)phosphoryl)methyl)phosphonic acid ClC=1N=C(C2=C(N1)N(N=N2)[C@H]2[C@@H]([C@@H]([C@H](O2)COP(=O)(O)CP(O)(O)=O)O)O)NCC2=C(C=CC=C2)Cl